[C].C1(=CC=CC=C1)NN phenylhydrazine carbon